1H-pyrrolo[3,2-c][2,7]naphthyridine-2-carboxylic acid N1C(=CC=2N=CC=3C=NC=CC3C21)C(=O)O